CC1(COC1)C1=CC=C(C=C1)C#CCO 3-(4-(3-methyl-oxetan-3-yl)phenyl)prop-2-yn-1-ol